FC1=C(C(=O)N[C@H](C(=O)OC)CC2=CC=C(C=3N2C=CN3)C=3C(N(C2=CC=C(C=C2C3C)F)C)=O)C(=CC(=C1)N1[C@H](COCC1)C(F)(F)F)F methyl (S)-2-(2,6-difluoro-4-((R)-3-(trifluoromethyl)morpholino) benzamido)-3-(8-(6-fluoro-1,4-dimethyl-2-oxo-1,2-dihydroquinolin-3-yl)imidazo[1,2-a]pyridin-5-yl)propanoate